1-N-[4-[7-(2,5-dihydrofuran-3-yl)quinolin-4-yl]oxyphenyl]-1-N'-(4-fluorophenyl)cyclopropane-1,1-dicarboxamide O1CC(=CC1)C1=CC=C2C(=CC=NC2=C1)OC1=CC=C(C=C1)NC(=O)C1(CC1)C(=O)NC1=CC=C(C=C1)F